CC1C(NC(N([C@H]2[C@H](O)[C@H](O)[C@@H](CO)O2)C1)=O)=O 5,6-dihydro-5-methyl-uridine